O=C(CNC(OC(C)(C)C)=O)C1=CC=C(C=C1)C1(CC1)C(F)(F)F tert-butyl N-[2-oxo-2-[4-[1-(trifluoromethyl)cyclopropyl]phenyl]ethyl]carbamate